(4-chlorophenyl)-phenyl-methanone ClC1=CC=C(C=C1)C(=O)C1=CC=CC=C1